2,2-dimethyl-2H,3aH,4H,6aH-cyclopenta[d][1,3]dioxol-4-one CC1(OC2C(O1)C=CC2=O)C